C(C)OC(C(=CO)C1=C(C=CC=C1F)Cl)=O (2-chloro-6-fluorophenyl)-3-hydroxyacrylic acid ethyl ester